(S)-1-(5-((4-((6,6-difluorospiro[3.3]heptan-2-yl)methyl)-3-methylpiperazin-1-yl)methyl)pyrazolo[1,5-a]pyridin-3-yl)dihydropyrimidine-2,4(1H,3H)-dione FC1(CC2(CC(C2)CN2[C@H](CN(CC2)CC2=CC=3N(C=C2)N=CC3N3C(NC(CC3)=O)=O)C)C1)F